FC(C(=O)O)(F)F.FC1=CC=C(C=C1)C1(CC1)CCN 2-(1-(4-fluorophenyl)cyclopropyl)ethan-1-amine trifluoroacetate salt